lutetium oxide, lutetium salt [Lu+3].[O-2].[Lu+3].[O-2].[O-2]